7-iodo-N-methoxy-N-methylheptanamide ICCCCCCC(=O)N(C)OC